1,1-dimethylethyl [1,1-dimethyl-2-({6-[(1a-methyl-1,1a,2,7b-tetrahydrocyclopropa[c]chromen-7-yl)oxy]-3-pyridinyl}amino)-2-oxoethyl]carbamate CC(C(=O)NC=1C=NC(=CC1)OC=1C=2C3C(COC2C=CC1)(C3)C)(C)NC(OC(C)(C)C)=O